C(C)(=O)OC(C(F)(F)F)=CCC1=CC(=CC=C1)Cl 4-(3-chlorophenyl)-1,1,1-trifluorobut-2-en-2-yl acetate